C(C)(C)(C)OC(=O)C1=CC=C(S1)B(O)O (5-(tert-butoxycarbonyl)thiophen-2-yl)boronic acid